C(C)[C@H]1OC2=C(CNC1)C=C1C(=C2)OC(O1)(C)C (R)-6-ethyl-2,2-dimethyl-6,7,8,9-tetrahydro-[1,3]dioxolano[4',5':4,5]benzo[1,2-f][1,4]oxazepine